C12(CC3CC(CC(C1)C3)C2)CCN2CCN(CC2)CCNC=2C=C3C(N(C(=NC3=CC2)C)C2C(NC(CC2)=O)=O)=O 3-(6-((2-(4-(2-((3r,5r,7r)-adamantan-1-yl)ethyl)piperazin-1-yl)ethyl)amino)-2-methyl-4-oxoquinazolin-3(4H)-yl)piperidine-2,6-dione